C(C#C)NC(C)=O N-(prop-2-yn-yl)acetamide